C1=CC=CC=2C3=CC=CC=C3C(C12)N([C@H](C(=O)O)CC1=CC=C(C=C1)C)C(=O)OC (2S)-2-(9H-fluoren-9-yl-methoxycarbonylamino)-3-(4-methylphenyl)propanoic acid